C(C)(C)(C)OC(=O)N1CCC(CC1)(C(=O)O)C1=CC=C(C=C1)F 1-(tert-butoxycarbonyl)-4-(4-fluorophenyl)piperidine-4-carboxylic acid